1-benzyl-4-(hydroxymethyl)pyrrolidine-3-carbonitrile C(C1=CC=CC=C1)N1CC(C(C1)CO)C#N